(1R,2S)-5'-methoxy-2-(3-[[6-(3-methoxyazetidin-1-yl)pyrimidin-4-yl]amino]-1H-indazol-6-yl)-1'H-spiro[cyclopropane-1,3'-indol]-2'-one COC=1C=C2[C@]3(C(NC2=CC1)=O)[C@@H](C3)C3=CC=C1C(=NNC1=C3)NC3=NC=NC(=C3)N3CC(C3)OC